3,4-dihydro-1H-isoquinolin-7-ol C1NCCC2=CC=C(C=C12)O